Cl[Ti](C1C=CC=C1)Cl dichloro-cyclopentadienyl-titanium